C(CC)OCCCCCCCCCCCCCCCCCCCC n-eicosyl propyl ether